FC1=C(C(=C(C=C1OC)OC)F)N1C(C(C=2C3=C(N=CC2C1)NC=C3)(C)C)=O 7-(2,6-difluoro-3,5-dimethoxyphenyl)-9,9-dimethyl-3,6,7,9-tetrahydro-8H-pyrrolo[2,3-c]-2,7-naphthyridin-8-one